(2R,4R)-tert-butyl 2-(hydroxymethyl)-4-phenylpyrrolidine-1-carboxylate OC[C@@H]1N(C[C@H](C1)C1=CC=CC=C1)C(=O)OC(C)(C)C